OC=1C=CC2=C(SC(=C2OC2=CC=C(C=C2)OCCN2CCCCC2)C(=O)C2=C(C=CC=C2)C)C1 (6-hydroxy-3-(4-(2-(piperidin-1-yl)ethoxy)phenoxy)benzo[b]thiophen-2-yl)(o-tolyl)methanone